CN1N=C(C=2C1=NC(=NC2)N)N methyl-1H-pyrazolo[3,4-d]pyrimidine-3,6-diamine